C12C=CC(C(C1)C(=O)O)C2 endo-5-norbornenecarboxylic acid